C(C)(C)(C)OC(=O)NCCOCCC(=O)N(CCNC(CCOCCOCCOCCC(=O)O)=O)CCNC(CCOCCOCCC(OCC=C)=O)=O 17-(3-(2-((tert-butoxycarbonyl)amino)ethoxy)propanoyl)-13,21,30-trioxo-4,7,10,24,27,31-hexaoxa-14,17,20-triazatetratriacont-33-enoic acid